C(C)OC(CC1=C(C=CC=C1)OCC=1C2=C(OC1)C1=C(OC=C1)C(=C2)C2=C(C(=NC=C2)CN)F)=O.C2(=CC=CC1=CC=CC=C21)C=2N=CNC2 4-naphthyl-imidazole ethyl-2-(2-((5-(2-(aminomethyl)-3-fluoropyridin-4-yl)benzo[1,2-b:3,4-b']difuran-3-yl)methoxy)phenyl)acetate